C(C1=CC=CC=C1)N1CC(OCC1)C(C(=O)OCC)C(=O)OCC diethyl 2-[4-benzylmorpholin-2-yl]propanedioate